N-(2-methylphenyl)disilazane CC1=C(C=CC=C1)N([SiH3])[SiH3]